1,4-dichloro-1,4-dimethylcyclooctane ClC1(CCC(CCCC1)(C)Cl)C